4-chloro-2-((R)-2-oxo-1-((S)-1-phenylethyl)piperidin-4-yl)-5-((((S)-tetrahydro-2H-pyran-3-yl)methyl)amino)pyridazin-3(2H)-one ClC=1C(N(N=CC1NC[C@H]1COCCC1)[C@H]1CC(N(CC1)[C@@H](C)C1=CC=CC=C1)=O)=O